N-(3',4'-dichloro-3'-fluoro-biphenyl-2-yl)-1H-pyrazole-4-carboxamide ClC1(CC(=CC=C1Cl)C1=C(C=CC=C1)NC(=O)C=1C=NNC1)F